NCCCCN1C(=NC=2C(=NC=3C=CC=CC3C21)N)CCCC 1-(4-aminobutyl)-2-butyl-1H-imidazo[4,5-C]quinolin-4-amine